N[C@H](C(=O)O)CC1CC=C(CC1)C1=NC(=NC(=C1)O[C@@H](C(F)(F)F)C1=C(C=C(C=C1)Cl)N1N=C(C=C1)C)N (2S)-2-amino-3-(4-(2-amino-6-((R)-1-(4-chloro-2-(3-methyl-1H-pyrazole-1-yl)phenyl)-2,2,2-trifluoroethoxy)pyrimidine-4-yl)cyclohex-3-ene-1-yl)propionic acid